COC(=O)C1=CC=C2C(=NN(C2=C1)C)C(F)F 3-(Difluoromethyl)-1-methyl-1H-indazole-6-carboxylic acid methyl ester